ClC1=CC=C(C=C1)CN1C(CCC1=O)C(C(C#N)=S1CCCC1)=O 3-{1-[(4-Chlorophenyl)methyl]-5-oxopyrrolidin-2-yl}-3-oxo-2-(1λ4-thiolan-1-ylidene)-propanenitrile